C(C)(C)N1C2=NC(=NC(=C2N=C1)NCC1=C(C=CC=C1)N1N=CC=C1)N1CCC(CC1)N(C(OC(C)(C)C)=O)C tert-butyl N-[1-[9-isopropyl-6-[(2-pyrazol-1-ylphenyl) methylamino] purin-2-yl]-4-piperidyl]-N-methyl-carbamate